tert-Butyl 3-(4-((3,4-dichloro-2-fluorophenyl)amino)-7-fluoroquinazolin-6-yl)piperidine-1-carboxylate ClC=1C(=C(C=CC1Cl)NC1=NC=NC2=CC(=C(C=C12)C1CN(CCC1)C(=O)OC(C)(C)C)F)F